oxazol-5-ylmethyl (4-((6-(dimethylcarbamoyl)-6-azaspiro[3.4]octan-2-yl)methyl)-3-fluorophenyl)carbamate CN(C(=O)N1CC2(CC(C2)CC2=C(C=C(C=C2)NC(OCC2=CN=CO2)=O)F)CC1)C